N-(3-bromo-5-fluorophenyl)-2-chloro-N-(2,2-difluoroethyl)pyrido[3,2-d]pyrimidin-4-amine BrC=1C=C(C=C(C1)F)N(C=1C2=C(N=C(N1)Cl)C=CC=N2)CC(F)F